ClC=1C=C2C=C(C=NC2=CC1)NC1=NC(=NC=C1)NC1=CC2=C(O[C@@H](CO2)CN(C)C)C=C1 (R)-N4-(6-chloroquinolin-3-yl)-N2-(2-((dimethylamino)methyl)-2,3-dihydrobenzo[b][1,4]dioxin-6-yl)pyrimidine-2,4-diamine